N=1N=NC(C1)=O TriazoleOne